C1(CC1)C(=O)NC=1C=C2C(=CN=C(C2=CN1)NC)C=1C(=C(C=CC1)C=1C=NN(C1)C(C(=O)OCC)C)OC Ethyl 2-(4-(3-(6-(cyclopropanecarboxamido)-1-(methylamino)-2,7-naphthyridin-4-yl)-2-methoxyphenyl)-1H-pyrazol-1-yl)propanoate